ClC1=C(C=CC=C1)N1C=2N(C3=C(C1=O)C=NC(=N3)NC3=CC=C(C=C3)N3CCN(CC3)C)CCN2 6-(2-chlorophenyl)-2-((4-(4-methylpiperazin-1-yl)phenyl)amino)-8,9-dihydroimidazo[1,2-a]pyrimido[5,4-e]pyrimidin-5(6H)-one